tert-butyl (2-((7-bromo-2,6-dichloro-8-fluoroquinazolin-4-yl)amino)ethyl)carbamate BrC1=C(C=C2C(=NC(=NC2=C1F)Cl)NCCNC(OC(C)(C)C)=O)Cl